4-chloro-3-(5,7-difluoro-4-oxo-6-(pyridin-4-yl)-1,4-dihydroquinolin-2-yl)benzonitrile ClC1=C(C=C(C#N)C=C1)C=1NC2=CC(=C(C(=C2C(C1)=O)F)C1=CC=NC=C1)F